FC1=C(C=CC(=C1)F)C(CN1N=CN=C1)(CC)O 2-(2,4-difluorophenyl)-1-(1H-1,2,4-triazole-1-yl)butan-2-ol